2-amino-N-(trans-4-hydroxycyclohexyl)-5-(1'-(tetrahydro-2H-pyran-4-yl)-2,3-dihydrospiro[inden-1,3'-pyrrolidin]-5-yl)nicotinamide NC1=C(C(=O)N[C@@H]2CC[C@H](CC2)O)C=C(C=N1)C=1C=C2CCC3(CN(CC3)C3CCOCC3)C2=CC1